tert-butyl (S)-2-methyl-4-(6-methyl-2,3-dihydro-1H-pyrrolo[2,3-b]pyridin-4-yl)piperazine-1-carboxylate C[C@@H]1N(CCN(C1)C1=C2C(=NC(=C1)C)NCC2)C(=O)OC(C)(C)C